COC(C1=C(N=C(C=C1)OCC1=CC=CC=C1)N)=O 2-amino-6-(benzyloxy)nicotinic acid methyl ester